NCC1(CCN(CC1)C1=C(C(N(C(=N1)C)C=1C=C2N=CC=NC2=CC1)=O)C)C 6-(4-Aminomethyl-4-methyl-piperidin-1-yl)-2,5-dimethyl-3-quinoxalin-6-yl-3H-pyrimidin-4-one